2-(1H-pyrazol-3-yl)-9H-pyrrolo[2,3-b:4,5-c']dipyridine N1N=C(C=C1)C1=CC=C2C(=N1)NC1=C2C=NC=C1